methyl (S)-3-isopropyl-4-((4-methoxyphenyl)carbamoyl)-2,3,4,5-tetrahydrobenzo[f][1,4]oxazepine-8-carboxylate C(C)(C)[C@H]1COC2=C(CN1C(NC1=CC=C(C=C1)OC)=O)C=CC(=C2)C(=O)OC